5-fluoro-N4-(3-(methylsulfonyl)pyridin-2-yl)pyrimidine-4,6-diamine FC=1C(=NC=NC1N)NC1=NC=CC=C1S(=O)(=O)C